ClC1=CC2=C(N=N1)C(=NC(=N2)Cl)N2CC1CCC(C2)N1C(=O)OC(C)(C)C tert-butyl 3-(3,6-dichloropyrimido[5,4-c]pyridazin-8-yl)-3,8-diazabicyclo[3.2.1]octane-8-carboxylate